yttrium trishexamethyldisilazide C[Si]([N-][Si](C)(C)C)(C)C.C[Si]([N-][Si](C)(C)C)(C)C.C[Si]([N-][Si](C)(C)C)(C)C.[Y+3]